(S)-6-((2-amino-3-chloropyridin-4-yl)thio)-3-(5-amino-5,7-dihydrospiro[cyclopenta[b]pyridin-6,4'-piperidin]-1'-yl)pyrazin-2(1H)-one NC1=NC=CC(=C1Cl)SC1=CN=C(C(N1)=O)N1CCC2(CC1)[C@@H](C=1C(=NC=CC1)C2)N